CC1=NC=CC2=C(C=C(C=C12)C)C(C(=O)O)N1CC(C1)OCCCCCC1=NC=2NCCCC2C=C1 2-(1,7-dimethylisoquinolin-5-yl)-2-(3-(5-(5,6,7,8-tetrahydro-1,8-naphthyridin-2-yl)pentyloxy)azetidin-1-yl)acetic acid